(3,5-di-tert-butyl-4-hydroxyphenyl)-propionic acid isoamyl ester C(CC(C)C)OC(C(C)C1=CC(=C(C(=C1)C(C)(C)C)O)C(C)(C)C)=O